C(#N)[C@H]1N(CSC1)C(CNC(=O)C1=NC=NC2=CC=C(C=C12)C1=CC(=NC=C1)F)=O (R)-N-(2-(4-cyanothiazolidin-3-yl)-2-oxoethyl)-6-(2-fluoropyridin-4-yl)quinazoline-4-carboxamide